O1S([O+](CC1)[O-])=O 1,3,2-dioxathiolane-2,3-dioxide